COC(=O)C1=C(C(=NC=C1OC1=C(C(=C(C=C1)F)F)OC)C(F)(F)F)C 5-(3,4-difluoro-2-methoxy-phenoxy)-3-methyl-2-(trifluoromethyl)pyridine-4-carboxylic acid methyl ester